1-(2-(3,4-dimethylphenyl)-3,5-dioxo-4-propyl-2,3,4,5-tetrahydro-1,2,4-triazine-6-carbonyl)piperidine-3-carboxylic acid ethyl ester C(C)OC(=O)C1CN(CCC1)C(=O)C=1C(N(C(N(N1)C1=CC(=C(C=C1)C)C)=O)CCC)=O